3-Bromo-4-chloro-2-methylbenzonitrile BrC=1C(=C(C#N)C=CC1Cl)C